C(C)OC(=O)C1=C(N=C(N1C[C@H]1OCC1)C=O)F (S)-4-fluoro-2-formyl-1-(oxetan-2-ylmethyl)-1H-imidazole-5-carboxylic acid ethyl ester